N-(1-hydroxy-2-methylbutan-2-yl)-3-methyl-3H-imidazo[4,5-b]pyridine OCC(CC)(C)N1CN(C2=NC=CC=C21)C